FCCCCCCCCCC[Si](Cl)(Cl)Cl fluoro-decyl-trichlorosilane